1-({(5s,7s)-3-[(3-bromothieno[2,3-b]pyridin-2-yl)methyl]-2-oxo-1-oxa-3-azaspiro[4.5]dec-7-yl}methyl)-1H-benzimidazole-6-carbonitrile BrC1=C(SC2=NC=CC=C21)CN2C(O[C@]1(C2)C[C@H](CCC1)CN1C=NC2=C1C=C(C=C2)C#N)=O